FC=1C=CC(=NC1C(F)(F)F)[C@@H](NC(=O)N1[C@@H](C(NCC1)=O)C)C1=CC=C(C=C1)OC(F)(F)F |o1:11| (2R)-N-((S or R)-(5-fluoro-6-(trifluoro-methyl)pyridin-2-yl)(4-(trifluoromethoxy)phenyl)methyl)-2-methyl-3-oxopiperazine-1-carboxamide